FC(C1=NN=C(S1)N1C(N(C2=C1C=C(C=C2C=2CCNCC2)S(=O)(=O)NC2(COC2)CF)C)=O)F 3-(5-(difluoromethyl)-1,3,4-thiadiazol-2-yl)-N-(3-(fluoromethyl)oxetan-3-yl)-1-methyl-2-oxo-7-(1,2,3,6-tetrahydropyridin-4-yl)-2,3-dihydro-1H-benzo[d]imidazole-5-sulfonamide